1-methyl-2-(6-(trifluoromethyl)pyridin-2-yl)-1H-imidazo[4,5-b]Pyrazine CN1C(=NC=2C1=NC=CN2)C2=NC(=CC=C2)C(F)(F)F